N1=CNC2=C1C=C(C=C2)\N=N\C=2C=CC1=C(N=CN1)C2 (E)-1,2-bisbenzimidazol-6-yldiazene